FC(C(=O)O)(F)F.C1(CCC1)CNC=1C2=C(N=C(N1)NC1=C(C=C(C=C1)S(=O)(=O)N1CCC(CC1)N1CCOCC1)OC)NC=C2 N4-(cyclobutylmethyl)-N2-(2-methoxy-4-((4-morpholino-piperidin-1-yl)sulfonyl)phenyl)-7H-pyrrolo[2,3-d]pyrimidine-2,4-diamine 2,2,2-trifluoroacetate